NC1=CC=C(C=C1)/C=C/C(=O)N1CCC(CC1)OC=1C=CC=C2C(=NN(C12)C)C1C(NC(CC1)=O)=O (E)-3-(7-((1-(3-(4-Aminophenyl)acryloyl)piperidin-4-yl)oxy)-1-methyl-1H-indazol-3-yl)piperidine-2,6-dione